O[C@H]1C[C@@H]2CC[C@H]3[C@@H]4CC=C([C@@]4(C)CC[C@@H]3[C@]2(CC1)COC)C#N (3α,5α)-3-Hydroxy-19-methoxyandrost-16-ene-17-carbonitrile